4-[2-({4-[7-(aminocarbonyl)-2H-indazol-2-yl]phenyl}amino)-2-oxoethyl]-4-phenylpiperidinium trifluoroacetate FC(C(=O)[O-])(F)F.NC(=O)C1=CC=CC2=CN(N=C12)C1=CC=C(C=C1)NC(CC1(CC[NH2+]CC1)C1=CC=CC=C1)=O